ClCC\C=C/CCCCCCCCCC(OC)OC (3Z)-1-chloro-14,14-dimethoxy-3-tetradecene